C(=O)O.O1CCCCC2C1C(NC2)C(=O)N octahydro-2H-oxepino[2,3-C]pyrrole-8-carboxamide formate